O(C1=CC=CC=C1)CCCN(CC1=CC=C(OC(C(=O)O)(C)C)C=C1)C1=CC(=CC(=C1)C(F)(F)F)C(F)(F)F 2-[4-[1-[(3-phenoxypropyl)(3,5-Ditrifluoromethylphenyl)amino]methyl]phenoxy]-2-methylpropanoic acid